FC1=CC=C(C=C1)C1=C(C=CC(=C1)F)NC(=O)C=1C(=NN(C1)C)C N-(4'-fluoro-5-fluorobiphenyl-2-yl)-1,3-dimethyl-1H-pyrazole-4-carboxamide